(4-Bromo-3-fluoro-phenyl-methoxy-methylene)propanedinitrile BrC1=C(C=C(C=C1)C(OC)=C(C#N)C#N)F